5-[4-amino-5-(trifluoromethyl)pyrrolo[2,1-f][1,2,4]triazin-7-yl]-N-[(3R,4S)-1-{5H,6H,7H-cyclopenta[b]pyridin-5-yl}-4-fluoropyrrolidin-3-yl]-2-methoxypyridine-3-carboxamide NC1=NC=NN2C1=C(C=C2C=2C=C(C(=NC2)OC)C(=O)N[C@@H]2CN(C[C@@H]2F)C2CCC1=NC=CC=C12)C(F)(F)F